2-(1-((tert-butyldiphenylsilyl)oxy)ethyl)aniline ethyl-(2E)-3-(4-amino-6-chloro-2-methylpyrimidin-5-yl)prop-2-enoate C(C)OC(\C=C\C=1C(=NC(=NC1Cl)C)N)=O.[Si](C1=CC=CC=C1)(C1=CC=CC=C1)(C(C)(C)C)OC(C)C1=C(N)C=CC=C1